NC1=NC(=CC(=N1)N1CCC2(C[C@H](NC2)C(=O)OCC)CC1)O[C@@H](C(F)(F)F)C1=CC=C(C=C1)C=1C=C2C(=CN(C2=CC1)C)C (S)-ethyl 8-(2-amino-6-((R)-1-(4-(1,3-dimethyl-1H-indol-5-yl)phenyl)-2,2,2-trifluoroethoxy)pyrimidin-4-yl)-2,8-diazaspiro[4.5]decane-3-carboxylate